CN(C(\C=C\C=1C=NC(=CC1C)NS(NC)(=O)=O)=O)CC=1OC2=C(C1C)C=CC=C2 (E)-N-methyl-3-(4-methyl-6-((N-methylsulfamoyl)amino)pyridin-3-yl)-N-((3-methylbenzofuran-2-yl)methyl)acrylamide